6-(7-(aminomethyl)-1,6-naphthyridin-2-yl)-5-methylpyridin NCC1=NC=C2C=CC(=NC2=C1)C1=C(C=CC=N1)C